2-(4-(4-(aminomethyl)-8-ethynyl-1-oxo-1,2-dihydrophthalazin-6-yl)-1-methyl-1H-pyrazol-5-yl)-4-chloro-3-fluoro-6-(pyrrolidin-1-yl)benzonitrile NCC1=NNC(C2=C(C=C(C=C12)C=1C=NN(C1C1=C(C#N)C(=CC(=C1F)Cl)N1CCCC1)C)C#C)=O